C(C)(C)(C)C(CO)CO 2-tert-butyl-1,3-propanediol